C[Si](CCOCN1N=C(C=C1)C=O)(C)C 1-(2-trimethylsilylethoxymethyl)pyrazole-3-carbaldehyde